3-((1S,2R)-2-((((9H-fluoren-9-yl)methoxy)carbonyl)amino)cyclopentyl)propanoic acid C1=CC=CC=2C3=CC=CC=C3C(C12)COC(=O)N[C@H]1[C@@H](CCC1)CCC(=O)O